2'-chloro-4-fluoro-6'-(2-methyl-2H-1,2,3-triazol-4-yl)-2,4'-bipyridine ClC1=NC(=CC(=C1)C1=NC=CC(=C1)F)C1=NN(N=C1)C